COC(CCCCCCCN(C(CCCCCN1C[C@@H]([C@@H](CC1)N)OC)=O)C)=O 8-(6-((3S,4R)-4-amino-3-methoxypiperidin-1-yl)-N-methylhexanamido)octanoic acid methyl ester